(4-chlorophenyl)(phenyl)iodonium tetrafluoroborate F[B-](F)(F)F.ClC1=CC=C(C=C1)[I+]C1=CC=CC=C1